NC=1C=NC=2CCCC(C2C1)NC(OCC1=CC=CC=C1)=O Benzyl (3-amino-5,6,7,8-tetrahydroquinolin-5-yl)carbamate